NCCOCCNC(OC(C)(C)C)=O tert-butyl (2-(2-aminoethoxy) ethyl)carbamate